Ethylene (E)-glycidyl methacrylate C(C(=C)C)(=O)OCC1CO1.C=C